CC1=CC=CC(=N1)C1=C(N=CN1)C=1C=C2C=C(C=NC2=CC1)C1=NC=CC=C1 6-[5-(6-methyl-2-pyridyl)-1H-imidazol-4-yl]-3-(2-pyridyl)quinoline